4-bromo-2-methyl-benzoic acid BrC1=CC(=C(C(=O)O)C=C1)C